C(CC\C=C\CC\C=C/CC=C)O (4e,8z)-dodeca-4,8,11-trien-1-ol